C1(CC1)C[C@H]1OCC2=CC(=CC=C2[C@H]1C1=CC=C(C=C1)N1CCC(CC1)C=O)O 1-(4-((3R,4R)-3-(cyclopropylmethyl)-7-hydroxyisochroman-4-yl)phenyl)piperidine-4-carbaldehyde